4-(tert-butyl)-2-(diisopropylphosphaneyl)-1H-imidazole C(C)(C)(C)C=1N=C(NC1)P(C(C)C)C(C)C